N1C=[SiH]C2=C1C1=C(C=CC=3C=CC=CC13)C=C2 azabenzonaphthosilole